6'-chloro-2'-oxo-r-(thiophen-3-yl)-1,3-dihydrospiro[indene-2,3'-indoline]-5-carboxylic acid ClC1=CC=C2[C@@]3(C(N(C2=C1)C1=CSC=C1)=O)CC1=CC=C(C=C1C3)C(=O)O